ClC=1C=NN2C1N=C(N=C2NC2CC(CC2)N)C2=C(C=CC=C2F)F N1-(8-chloro-2-(2,6-difluorophenyl)pyrazolo[1,5-a][1,3,5]triazin-4-yl)cyclopentane-1,3-diamine